Tert-butyl 4-(4-cyano-2-fluorophenyl)piperazine-1-carboxylate C(#N)C1=CC(=C(C=C1)N1CCN(CC1)C(=O)OC(C)(C)C)F